ClC1=CC(=CC=2N1C(C=CN2)=O)Cl 6,8-dichloropyrido[1,2-a]pyrimidin-4-one